5-(2-ethoxy-3-pyridinyl)-3-methyl-N-[(1-methylpyrazol-4-yl)methyl]-1-(oxetan-3-yl)pyrazolo[4,3-b]pyridin-7-amine C(C)OC1=NC=CC=C1C1=CC(=C2C(=N1)C(=NN2C2COC2)C)NCC=2C=NN(C2)C